6-cyclopropyl-1-methyl-1H-pyrazolo[3,4-b]pyridine-4-carboxylic acid ethyl ester C(C)OC(=O)C=1C2=C(N=C(C1)C1CC1)N(N=C2)C